3-fluoro-4-isothiocyanato-2-methylthio-benzonitrile FC=1C(=C(C#N)C=CC1N=C=S)SC